O=C1NC(CCC1N1C(C2=CC=CC(=C2C1)NCCOCCC(=O)O)=O)=O 3-(2-((2-(2,6-dioxopiperidin-3-yl)-1-oxoisoindolin-4-yl)amino)ethoxy)propionic acid